CC(C=CCC(=O)O)CC(C)C 5,7-dimethyl-3-octenoic acid